[3-(4-chloro-2,6-dimethylphenyl)-8-methoxy-1-methyl-2-oxo-1,8-diazaspiro[4.5]dec-3-en-4-yl] ethyl carbonate C(OC1=C(C(N(C12CCN(CC2)OC)C)=O)C2=C(C=C(C=C2C)Cl)C)(OCC)=O